(R)-6-fluoro-1'-(3-iodo-1-((2-(trimethylsilyl)ethoxy)methyl)-1H-pyrazolo[4,3-b]pyrazin-6-yl)-3H-spiro[benzofuran-2,4'-piperidin]-3-amine FC1=CC2=C([C@H](C3(CCN(CC3)C=3N=C4C(=NC3)C(=NN4COCC[Si](C)(C)C)I)O2)N)C=C1